O=C/1OCC2=CC=CC=C2\C1=N/OC (E)-3-keto-4-(methoxyimino)isochroman